tert-butyl-((3-methoxynaphthalen-1-yl)ethynyl)dimethylsilane C(C)(C)(C)[Si](C)(C)C#CC1=CC(=CC2=CC=CC=C12)OC